C(N)(=O)C1=CC=C(C=C1)C(CSC1=NN=NN1C1=CC=C(C(=O)O)C=C1)=O 4-(5-((2-(4-Carbamoylphenyl)-2-oxoethyl)thio)-1H-tetrazol-1-yl)benzoic acid